C(C(=C)C)(=O)OC1=CC=CC12C=CC=CC2 spiro[4.5]decatetraenyl methacrylate